N-acryloyl-N-(3-(4-(4-carbamoyl-3-methoxyphenyl)-3-fluoro-1H-pyrazol-1-yl)phenyl)glycine C(C=C)(=O)N(CC(=O)O)C1=CC(=CC=C1)N1N=C(C(=C1)C1=CC(=C(C=C1)C(N)=O)OC)F